CN1C(C2=C(C=C1)C(=CN2S(=O)(=O)C2=CC=C(C)C=C2)C2=CC(=CC=C2)CN2CC1(CC2)CCOCC1)=O 6-Methyl-3-(3-(8-oxa-2-azaspiro[4.5]dec-2-ylmethyl)phenyl)-1-tosyl-1H-pyrrolo[2,3-c]pyridin-7(6H)-one